O1C=CC2=C1C(=CC=C2)C2=NC1=C(C=C(C=C1C(N2C)=O)C)[C@@H](C)NC=2C(=NC(=CC2)Cl)C(=O)OC methyl (R)-3-((1-(2-(benzofuran-7-yl)-3,6-dimethyl-4-oxo-3,4-dihydroquinazolin-8-yl)ethyl)amino)-6-chloropicolinate